CN(C(=O)C=1C=C(C=C(C1)O)NC(=O)C1=CC2=C(S1)C=CC=C2C=2C=C1C(=NC2)NC=C1)C N-(3-(dimethylcarbamoyl)-5-hydroxyphenyl)-4-(1H-pyrrolo[2,3-b]pyridin-5-yl)benzo[b]thiophene-2-carboxamide